O=C1NC(CCC1N1C(C2=CC=C(C=C2C1=O)N1CCN(CC1)CCC1CCN(CC1)C1=NC=C(C=C1)C=1C=CC=2C3=C(NC2C1)C=CN=C3)=O)=O 2-(2,6-dioxopiperidin-3-yl)-5-(4-[2-[1-(5-[5H-pyrido[4,3-b]indol-7-yl]pyridin-2-yl)piperidin-4-yl]ethyl]piperazin-1-yl)isoindole-1,3-dione